C(=O)C=1C=NC2=CC(=CC=C2C1)N(CC)CC 3-formyl-7-diethylaminoquinoline